6-((4-(2-((tert-butoxycarbonyl)amino)propan-2-yl)-6-(4-fluorophenyl)pyridin-2-yl)oxy)-3-azabicyclo[3.1.0]hexane-3-carboxylate C(C)(C)(C)OC(=O)NC(C)(C)C1=CC(=NC(=C1)C1=CC=C(C=C1)F)OC1C2CN(CC12)C(=O)[O-]